4-[(3S)-3-[2-chloro-5-(oxetan-3-ylamino)phenyl]-1,4-oxazepan-4-yl]-6-methyl-pyrimidin-2-amine ClC1=C(C=C(C=C1)NC1COC1)[C@H]1COCCCN1C1=NC(=NC(=C1)C)N